[Cl-].CC=1C=C(C=C(C1)C)[PH2+]C1=CC(=CC(=C1)C)C bis(3,5-dimethylphenyl)phosphonium chloride